COC(=O)C1=CC2=CC=CC(=C2C=C1)OC1=CC=C(C=C1)C(F)(F)F 5-[4-(trifluoromethyl)phenoxy]naphthalene-2-carboxylic acid methyl ester